C(OC(C1=CC=CC=C1)Cl)(OCCCCCCCCCCCCC)=O [chloro(phenyl)methyl] tridecyl carbonate